(S)-TERT-BUTYL 4-((5-CHLORO-1-(HYDROXYMETHYL)-2,3-DIHYDRO-1H-INDEN-1-YL)METHOXY)-3-NITROBENZOATE ClC=1C=C2CC[C@](C2=CC1)(CO)COC1=C(C=C(C(=O)OC(C)(C)C)C=C1)[N+](=O)[O-]